C(C)(C)(C)OC(=O)N1C[C@H](CC1)NC1=NC(=NC=C1C(=O)O)NCCC (S)-4-((1-(tert-Butoxycarbonyl)pyrrolidin-3-yl)amino)-2-(propylamino)pyrimidine-5-carboxylic acid